FC1=CC=C(C=C1)S(=O)(=O)N[C@@H](C(=O)O)CC1=CC=CC=C1 (R)-2-(4-fluorophenylsulfonamido)-3-phenylpropanoic acid